ClC=1C(=C(C(=NC1)NC1=CC=NN1C)C)I 5-chloro-4-iodo-3-methyl-N-(1-methyl-1H-pyrazol-5-yl)pyridin-2-amine